BrC1=C(N=C2N(C1=O)C=CC=C2)N[C@H]2CN(C[C@H](C2)C2=CC=C(C=C2)OCCOCCO[Si](C2=CC=CC=C2)(C2=CC=CC=C2)C(C)(C)C)C 3-bromo-2-[[(3R,5R)-5-[4-[2-[2-[tert-butyl(diphenyl)silyl]oxyethoxy]ethoxy]phenyl]-1-methyl-3-piperidyl]amino]pyrido[1,2-a]pyrimidin-4-one